(S)-4-bromo-5-chloro-6-fluoro-2-phenyl-2,3-dihydrobenzofuran BrC1=C(C(=CC2=C1C[C@H](O2)C2=CC=CC=C2)F)Cl